2,6-dipropoxy-anthracene C(CC)OC1=CC2=CC3=CC=C(C=C3C=C2C=C1)OCCC